CC1COCC(N1C(=O)C1=CC=C(C=C1)C1=CC2=NC=CC(=C2O1)C1=CC(=NC=C1)C(C)(C)O)C (3,5-dimethylmorpholino)(4-(7-(2-(2-hydroxypropan-2-yl)pyridin-4-yl)furo[3,2-b]pyridin-2-yl)phenyl)methanone